CN1C2=C(SCCC1=O)C=C1C(C=CO1)=C2 1-methyl-3,4-dihydrobenzofuro[6,5-b][1,4]thiazepine-2(1H)-one